FC1=C(CC2=NC3=C(N2CCOC)C=C(C=C3)C(=O)O)C=C(C(=C1)C1=NC(=CC=C1)OCC1=C(C=C(C=C1)C=1CCNCC1)F)F 2-(2,5-Difluoro-4-(6-((2-fluoro-4-(1,2,3,6-tetrahydropyridin-4-yl)benzyl)oxy)pyridin-2-yl)benzyl)-1-(2-methoxyethyl)-1H-benzo[d]imidazole-6-carboxylic acid